NC1=C(C=NC(=C1C(=O)OCC)C(F)(F)F)C(F)(F)F ethyl 4-amino-2,5-bis(trifluoromethyl)nicotinate